N-(3-chloro-2-methylphenyl)-2-[(2-methoxy-2-methylpropyl)amino]-6-({[2-(trifluoromethyl)phenyl]carbonyl}amino)-1H-benzimidazole-4-carboxamide ClC=1C(=C(C=CC1)NC(=O)C1=CC(=CC=2NC(=NC21)NCC(C)(C)OC)NC(=O)C2=C(C=CC=C2)C(F)(F)F)C